CS(=O)(=O)OCC1=NN2C(N=CC=C2C(NC2CC3=CC=CC=C3C2)=O)=C1C(N)=O [3-carbamoyl-7-(indan-2-ylcarbamoyl)pyrazolo[1,5-a]pyrimidin-2-yl]methyl methanesulfonate